CN1N=CC(=C1)C1=NC=2C(=NC=CC2C=2C=CC3=C(CCCC[C@H]3NC(=O)C=3OC(=NN3)C(C)(C)C)C2)N1 5-tert-Butyl-[1,3,4]oxadiazole-2-carboxylic acid {(R)-2-[2-(1-methyl-1H-pyrazol-4-yl)-3H-imidazo[4,5-b]pyridin-7-yl]-6,7,8,9-tetrahydro-5H-benzocyclohepten-5-yl}-amide